COC1=C(C=C(C=C1)OC)NCC 2-((2,5-dimethoxyphenyl)amino)ethane